F[P-](F)(F)(F)(F)F.[NH2+]=C(O)N uronium hexafluorophosphate